Cl.Cl.CN1CCN(CC1)C(C(=O)O)CC 2-(4-methylpiperazin-1-yl)butyric acid dihydrochloride